C(C)N(C(=O)NC(=O)N)CC 1,1-diethyl-biuret